FC1=C(OC2=C1C1=C(C=C2OC)SC(=C1)C(=O)OCC)C ethyl 1-fluoro-4-methoxy-2-methylthieno[3,2-e]benzofuran-7-carboxylate